tert-butyl (6S,7R)-7-(1-benzylpyridin-1-ium-4-yl)oxy-6-methyl-2-azaspiro[3.5]nonane-2-carboxylate C(C1=CC=CC=C1)[N+]1=CC=C(C=C1)O[C@H]1[C@H](CC2(CN(C2)C(=O)OC(C)(C)C)CC1)C